9-((2R,4S,5R)-4-(benzyloxy)-5-((benzyloxy)methyl)-5-(cyclopropylidenemethyl)tetrahydrofuran-2-yl)-2-fluoro-9H-purin-6-amine C(C1=CC=CC=C1)O[C@H]1C[C@@H](O[C@]1(C=C1CC1)COCC1=CC=CC=C1)N1C2=NC(=NC(=C2N=C1)N)F